6-chloro-N-{3-[2-(4-chloro-3-fluorophenoxy)acetamido]bicyclo[1.1.1]pentan-1-yl}-4-(2,2,3,3,4,4,4-heptafluorobutyryl)-3,4-dihydro-2H-1,4-benzoxazine-2-carboxamide ClC=1C=CC2=C(N(CC(O2)C(=O)NC23CC(C2)(C3)NC(COC3=CC(=C(C=C3)Cl)F)=O)C(C(C(C(F)(F)F)(F)F)(F)F)=O)C1